(S)-5-(Azetidin-2-ylmethoxy)-N-(1-(7-(4-fluorophenyl)quinolin-5-yl)cyclopropyl)-2-methylbenzamide N1[C@@H](CC1)COC=1C=CC(=C(C(=O)NC2(CC2)C2=C3C=CC=NC3=CC(=C2)C2=CC=C(C=C2)F)C1)C